1-[2-(1-acetylpiperidin-4-yl)propanoyl]-4-fluoro-N-{phenyl[4-(propan-2-yl)phenyl]methyl}pyrrolidine-2-carboxamide C(C)(=O)N1CCC(CC1)C(C(=O)N1C(CC(C1)F)C(=O)NC(C1=CC=C(C=C1)C(C)C)C1=CC=CC=C1)C